CC=1OC2=C(C1C(=O)N[C@@H]1CNCC1)C=C(C=C2)OCC2=NN(C=C2)C (S)-2-methyl-5-((1-methyl-1H-pyrazol-3-yl)methoxy)-N-(pyrrolidin-3-yl)benzofuran-3-carboxamide